7-(hydroxymethyl)-2-(3-methoxy-2-methyl-5,6,7,8-tetrahydroquinolin-5-yl)-5-(1-methyl-3-(trifluoromethyl)-1H-pyrazol-4-yl)-3,4-dihydroisoquinolin-1(2H)-one OCC1=CC(=C2CCN(C(C2=C1)=O)C1C=2C=C(C(=NC2CCC1)C)OC)C=1C(=NN(C1)C)C(F)(F)F